tert-butyl 2-(6-{5-chloro-2-[(oxacyclohex-4-yl) amino] pyrimidin-4-yl}-1-oxo-2,3-dihydro-1H-isoindol-2-yl)-2-methylpropionate ClC=1C(=NC(=NC1)NC1CCOCC1)C1=CC=C2CN(C(C2=C1)=O)C(C(=O)OC(C)(C)C)(C)C